C1=C(C=CC2=CC=CC=C12)S(=O)(=O)OC=1C=C(C=CC1)NC(NC1=CC(=CC=C1)OS(=O)(=O)C1=CC2=CC=CC=C2C=C1)=O di-[3-(2-naphthalenesulfonyloxy)phenyl]urea